Cobalt-Cobalt Oxide [Co]=O.[Co]